N1[C@@H](CCC1)CC(=O)O l-beta-homoproline